2-[[2-methyl-4-(1-tetrahydropyran-2-yl-3-vinyl-indazol-5-yl)pyrazol-3-yl]methoxy]ethanol CN1N=CC(=C1COCCO)C=1C=C2C(=NN(C2=CC1)C1OCCCC1)C=C